ClC1=CC=C(C=C1)C1=NN=C(C2=CC=CC=C12)NC12COC(CC1)(C2)C 4-(4-chlorophenyl)-N-(1-methyl-2-oxabicyclo[2.2.1]heptan-4-yl)phthalazin-1-amine